ethyl 3-(3-((5-bromo-4-fluoro-1H-pyrazol-1-yl)methyl)phenyl)propanoate BrC1=C(C=NN1CC=1C=C(C=CC1)CCC(=O)OCC)F